Ethyl (1-(2,6-dioxopiperidin-3-yl)-2,5-dioxo-2,5-dihydro-1H-pyrrol-3-yl)glycinate O=C1NC(CCC1N1C(C(=CC1=O)NCC(=O)OCC)=O)=O